C(C)(C)(C)OC(=O)NC=1C=C(OC2=C(C=C(C=C2)NC2=C3C=C(NC3=C(C=C2)F)C(=O)OCC)Cl)C=CC1 Ethyl 4-((4-(3-((tert-butoxycarbonyl) amino) phenoxy)-3-chlorophenyl) amino)-7-fluoro-1H-indole-2-carboxylate